1'-(5-(trifluoromethyl)pyridin-2-yl)-3-azaspiro[bicyclo[3.1.1]heptane-6,3'-pyrrolidin]-5'-one FC(C=1C=CC(=NC1)N1CC2(CC1=O)C1CNCC2C1)(F)F